((R)-2-(2-Chloro-3-fluorophenyl)-5-oxopyrrolidin-1-yl)-2,5-difluoro-N-((R,E)-4-(methylsulfonyl)but-3-en-2-yl)benzamide ClC1=C(C=CC=C1F)[C@@H]1N(C(CC1)=O)C=1C(=C(C(=O)N[C@H](C)\C=C\S(=O)(=O)C)C=C(C1)F)F